ClC1=NC=CC=2C(CC[C@@H](C12)O)=C (S)-1-chloro-5-methylene-5,6,7,8-tetrahydroisoquinolin-8-ol